methyl 2-amino-1,3-benzoxazole-5-carboxylate NC=1OC2=C(N1)C=C(C=C2)C(=O)OC